CNC(CC1=CC=2CCCCC2C=C1)C methyl[1-(5,6,7,8-tetrahydronaphthalen-2-yl)propan-2-yl]amine